C(C)(=O)C1=NN(C2=CC=C(C=C12)C=1C=NC(=NC1)C)CC(=O)N1[C@@H]2C[C@@H]2C[C@H]1C(=O)NCC(=C(C)C)F (1R,3S,5R)-2-(2-(3-acetyl-5-(2-methylpyrimidin-5-yl)-1H-indazol-1-yl)acetyl)-N-(2-fluoro-3-methylbut-2-en-1-yl)-2-azabicyclo[3.1.0]hexane-3-carboxamide